C(C)OC(C)N1N=CC(=C1)C1=NC(=NC=C1C)NC=1C=C2C=CN(C2=CC1)S(=O)(=O)C1=CC=C(C=C1)C(F)(F)F N-(4-(1-(1-ethoxyethyl)-1H-pyrazol-4-yl)-5-methylpyrimidin-2-yl)-1-((4-(trifluoromethyl)phenyl)sulfonyl)indol-5-amine